CN1N=C(C2=CC=CC(=C12)OC1CCN(CC1)C(=O)C=1C=C2SC=CN2C1)C1C(NC(CC1)=O)=O 3-(1-methyl-7-((1-(pyrrolo[2,1-b]thiazole-6-carbonyl)piperidin-4-yl)oxy)-1H-indazol-3-yl)piperidine-2,6-dione